N-isopropylthiophene-3-carboxamide C(C)(C)NC(=O)C1=CSC=C1